2-(3-Chloropyridin-4-yl)-N-(4-methanesulfonyl-2-methylbutan-2-yl)pyrido[3,4-d]pyrimidin-4-amine ClC=1C=NC=CC1C=1N=C(C2=C(N1)C=NC=C2)NC(C)(CCS(=O)(=O)C)C